FC(C=1C=CC2=C(C(CS(N2)(=O)=O)=O)C1)(F)F 6-(trifluoromethyl)-1H-2,1-benzothiazin-4(3H)-one 2,2-dioxide